C(C)(C)(C)C1=CC=C(C=C1)C=1C=2N(C3=CC=CC=C3N1)C=CC2 4-(4-(tert-butyl)phenyl)pyrrolo[1,2-a]quinoxaline